FC(C=1C2=CN(N=C2C(=C(C1)C1=CC=C(C=C1)CCN1CCC(CC1)O)C)C(C(=O)NC=1SC=CN1)C1=C2N(C=N1)C[C@@H](C2)F)F 2-[4-(Difluoromethyl)-6-[4-[2-(4-hydroxy-1-piperidyl)ethyl]phenyl]-7-methyl-indazol-2-yl]-2-[(6R)-6-fluoro-6,7-dihydro-5H-pyrrolo[1,2-c]imidazol-1-yl]-N-thiazol-2-yl-acetamide